COC(C(C)C1=CC(=C(C=C1)C1=CSC=C1)F)=O 2-(3-fluoro-4-(thien-3-yl)phenyl)propionic acid methyl ester